NC1=NC=CC=C1C1=NC=2C(=NC(=CC2)N2N=CC=C2)N1C=1C=C2CC[C@@H](C2=CC1)NC1[C@@H](CNCC1)O (3R)-4-{[(1S)-5-[2-(2-aminopyridin-3-yl)-5-(pyrazol-1-yl)imidazo[4,5-b]pyridin-3-yl]-2,3-dihydro-1H-inden-1-yl]amino}piperidin-3-ol